7-chloro-6-fluoro-3,4-dihydro-1H-quinolin-2-one ClC1=C(C=C2CCC(NC2=C1)=O)F